tert-butyl (R)-(1-(5-methyl-1H-indol-3-yl)propan-2-yl)carbamate CC=1C=C2C(=CNC2=CC1)C[C@@H](C)NC(OC(C)(C)C)=O